ClC=1C(=C(C2=C(CN3[C@@H](CO2)CN(CC3)C(C=C)=O)C1)F)C1=C(C=CC=C1C)O 1-[(12aR)-8-chloro-10-fluoro-9-(2-hydroxy-6-methylphenyl)-3,4,12,12a-tetrahydro-6H-pyrazino[2,1-C][1,4]benzooxazepin-2(1H)-yl]prop-2-en-1-one